1-chloro-N,N-dimethylmethaniminium chloride [Cl-].ClC=[N+](C)C